C1(CC1)C#CC1=CC=C(C=C1)B1OC(C(O1)(C)C)(C)C 2-[4-(cyclopropylethynyl)phenyl]-4,4,5,5-tetramethyl-1,3,2-dioxaborolane